C(C1CO1)OCCCCCCCCC[Si](OCC)(OCC)C 9-glycidyloxynonylmethyldiethoxysilane